Hydroxybenzyl-ethylenediamine ON(CCN)CC1=CC=CC=C1